N1C(=CC=2C1=CN=CC2)C2=CC=C(C#N)C=C2 4-(1H-pyrrolo[2,3-c]pyridin-2-yl)benzonitrile